C1(CC1)OC1=CC=C2C(=N1)NC(=C2)C(=O)O 6-(cyclopropoxy)-1H-pyrrolo[2,3-b]Pyridine-2-carboxylic acid